COC1=C(C(=CC(=C1)C)C)C1=CC=C2C(=CC(=NC2=N1)C1CN(CCC1)C)C1C(N(CC1)C)=O 3-[7-(2-methoxy-4,6-dimethyl-phenyl)-2-[1-methyl-3-piperidyl]-1,8-naphthyridin-4-yl]-1-methyl-pyrrolidin-2-one